3-(BENZO[D]THIAZOL-7-YL)-N-(3-CHLORO-4-(3-HYDROXYAZETIDINE-1-CARBONYL)PHENYL)-4-CYCLOPROPYL-ISOTHIAZOLE-5-CARBOXAMIDE S1C=NC2=C1C(=CC=C2)C2=NSC(=C2C2CC2)C(=O)NC2=CC(=C(C=C2)C(=O)N2CC(C2)O)Cl